NC=1C=CC=2N(N1)C(=C(N2)C(F)(F)F)CN2C(CC(C2)CCC)=O 1-{[6-amino-2-(trifluoromethyl)imidazo[1,2-b]pyridazin-3-yl]methyl}-4-propylpyrrolidin-2-one